NC1=CC=C(C=C1)C=1NC2=C(N1)C=C(C=C2)N 2-(4-aminophenyl)-6-aminobenzimidazole